FC=1C=C(C=CC1)[C@H]1N(CC[C@H](C1)NCCOC)C(=O)N1CC2(CCCC2)[C@@H](CC1)CN1C=NC(=CC1=O)C1=CC=CC=C1 3-(((R)-7-((2S,4R)-2-(3-Fluorophenyl)-4-((2-methoxyethyl)amino)piperidine-1-carbonyl)-7-azaspiro[4.5]decan-10-yl)methyl)-6-phenylpyrimidin-4(3H)-one